CN(CCCN1N=CC(=N1)[N+](=O)[O-])C N,N-dimethyl-3-(4-nitro-2H-1,2,3-triazol-2-yl)propane-1-amine